FC(C1CCC(CC1)OC1=CC=C2CCN(CC2=C1)C(C=C)=O)(F)F 1-(7-((4-(trifluoromethyl)cyclohexyl)oxy)-3,4-dihydroisoquinolin-2(1H)-yl)prop-2-en-1-one